C(C=C)C1=C(C=CC=C1)OC(=O)C1CCCCC1.NC=1C2=C(N=CN1)N(C(=C2C2=CC=C(C=C2)OC2=CC=CC=C2)C#CC2CCC(CC2)NC(C=C)=O)C N-((1r,4r)-4-((4-amino-7-methyl-5-(4-phenoxyphenyl)-7H-pyrrolo[2,3-d]pyrimidin-6-yl)ethynyl)cyclohexyl)acrylamide 2-allylphenyl-cyclohexanecarboxylate